S(=O)(=O)([O-])[O-].[NH4+].[NH4+].[NH4+] triammonium sulphate